(R)-1-(3-(methylthio)benzoyl)-2,3-dihydro-1H-pyrrole-2-carboxylic acid ethyl ester C(C)OC(=O)[C@@H]1N(C=CC1)C(C1=CC(=CC=C1)SC)=O